(S)-Tetrahydrofuran-3-yl (4-((7-cyano-2-((4,4-dimethyl-6,7-dihydro-4H-pyrazolo[5,1-c][1,4]oxazin-2-yl)amino)-1-methyl-1H-imidazo[4,5-b]pyridin-6-yl)oxy)pyridin-2-yl)carbamate C(#N)C1=C2C(=NC=C1OC1=CC(=NC=C1)NC(O[C@@H]1COCC1)=O)N=C(N2C)NC2=NN1C(C(OCC1)(C)C)=C2